2-(5-chloro-2-(2-methoxyethoxy)phenyl)thiophene ClC=1C=CC(=C(C1)C=1SC=CC1)OCCOC